N-(2-cyclobutyl-3-phenylpropyl)-1-methyl-5-oxo-4,5-dihydro-1H-1,2,4-triazole-3-carboxamide C1(CCC1)C(CNC(=O)C1=NN(C(N1)=O)C)CC1=CC=CC=C1